N-(2-methylpentane-2-yl)cyclohexane-1,4-diamine CC(C)(CCC)NC1CCC(CC1)N